(2R,3R)-2-Amino-N-((S)-8,9-difluoro-6-oxo-1,4,5,6-tetrahydro-2H-pyrano[3,4-c]isoquinolin-1-yl)-3-hydroxy-N-methylbutanamide, formic acid salt C(=O)O.N[C@@H](C(=O)N(C)[C@@H]1COCC=2NC(C=3C=C(C(=CC3C21)F)F)=O)[C@@H](C)O